2-Methyl-5-(piperazin-1-yl)-2,3-dihydro-1,4-benzodioxine CC1COC2=C(O1)C=CC=C2N2CCNCC2